CC=1C=C(C=CC1)N(C1(CC=C(C=C1)C1=CC=CC=C1)N(C1=CC=CC=C1)C1=CC(=CC=C1)C)C1=CC=CC=C1 N,N'-bis(3-methylphenyl)-N,N'-diphenyl-[1,1-biphenyl]-4,4-diamine